(3-carbazol-9-yl)biphenyl C1=CC=CC=2C3=CC=CC=C3N(C12)C=1C=C(C=CC1)C1=CC=CC=C1